3-(1-(cyclopropylmethyl)-1H-1,2,3-triazol-4-yl)-4-(isopropylamino)-5H-pyrido[3,2-b]indole-7-carbonitrile C1(CC1)CN1N=NC(=C1)C1=C(C=2NC=3C=C(C=CC3C2N=C1)C#N)NC(C)C